BrC1=C(C=CC(=C1)OC)C(F)F 2-bromo-1-(difluoromethyl)-4-methoxybenzene